C1(=CC=CC=C1)C1=NC(=NC(=N1)C1=CC=CC=C1)C=1C=C(C=CC1)C1=CC=CC2=C1C1=C(O2)C=CC(=C1)C=1C=CC=2N(C3=CC=CC=C3C2C1)C1=CC=CC=C1 3-{9-[3-(4,6-diphenyl-1,3,5-triazin-2-yl)phenyl]dibenzofuran-2-yl}-9-phenyl-9H-carbazole